1-(3-aminophenyl)-3-cyclopropyl-1-(pyridin-4-yl)propan-1-ol NC=1C=C(C=CC1)C(CCC1CC1)(O)C1=CC=NC=C1